C1(CC1)C1N(CCC1)C(=O)N1CC2(CCCC2)C(CC1)(O)CN1C=NC(=CC1=O)C1=CC=CC=C1 3-((7-(2-Cyclopropylpyrrolidine-1-carbonyl)-10-hydroxy-7-azaspiro[4.5]decan-10-yl)methyl)-6-phenylpyrimidin-4(3H)-one